C[C@H]1O[C@@H](CN(C1)C(=O)C1CCC(CC1)C1=CC=C(C=C1)N1C[C@@H](CC1)OC=1C(=NC=2N(C1C)N=C(N2)C)C)C ((2R,6R)-2,6-dimethylmorpholino)((1R,4R)-4-(4-((R)-3-((2,5,7-trimethyl-[1,2,4]triazolo[1,5-a]pyrimidin-6-yl)oxy)pyrrolidin-1-yl)phenyl)cyclohexyl)methanone